lauryl-sulfate C(CCCCCCCCCCC)OS(=O)(=O)[O-]